Ethyl 2-(2,6-dimethyl-4-((3-(3-chloro-4-(trifluoromethyl) phenyl)-2,5-dioxoimidazolin-1-yl) methyl) phenoxy)-2-methylpropionate CC1=C(OC(C(=O)OCC)(C)C)C(=CC(=C1)CN1C(N(CC1=O)C1=CC(=C(C=C1)C(F)(F)F)Cl)=O)C